FC1=CC=2C(=C3N(C2C=C1)CCCOC3)C(=O)NC3CC1COCC(C3)N1C(=O)OC(C)(C)C tert-butyl 7-(9-fluoro-4,5-dihydro-1H,3H-[1,4]oxazepino[4,3-a]indole-11-carboxamido)-3-oxa-9-azabicyclo[3.3.1]nonane-9-carboxylate